1-(4-(2,6-dioxopiperidin-3-yl)-3,5-difluorophenyl)azetidin-3-yl((3R,5R,7R)-adamantan-1-ylmethyl) carbamate C(N)(OC(C12CC3CC(CC(C1)C3)C2)C2CN(C2)C2=CC(=C(C(=C2)F)C2C(NC(CC2)=O)=O)F)=O